COC(=O)[C@@H]1CC[C@H]2N1C([C@H]([C@@H](\C=C/C2)C2CC2)NC(=O)OC(C)(C)C)=O.ClC2=CC=C(CC=1NC3=C(N1)C=CC=C3)C=C2 2-(p-chlorobenzyl)benzimidazole Methyl-(3S,6S,7R,10aR,Z)-6-((tert-butoxycarbonyl)amino)-7-cyclopropyl-5-oxo-1,2,3,5,6,7,10,10a-octahydropyrrolo[1,2-a]azocine-3-carboxylate